OC(CCCC=C)[C@H]1N(C(OC1)(C)C)C(=O)OC(C)(C)C tert-butyl (4S)-4-(1-hydroxyhex-5-enyl)-2,2-dimethyl-oxazolidine-3-carboxylate